CN(CCN(C1=CC(=C(C=C1)[N+](=O)[O-])N)C)C N1-(2-dimethylamino-ethyl)-N1-methyl-4-nitrobenzene-1,3-diamine